FC1=CC=C(C=C1)C=1C(=NC=CC1)C=N[S@@](=O)C(C)(C)C (S)-N-((3-(4-fluorophenyl)pyridin-2-yl)methylene)-2-methylpropane-2-sulfinamide